5-amino-2-methyl-N-(2-phenylcyclopropyl)benzenesulfonamide NC=1C=CC(=C(C1)S(=O)(=O)NC1C(C1)C1=CC=CC=C1)C